methyl (S)-4-(o-tolyl)pyrrolidine-2-carboxylate C1(=C(C=CC=C1)C1C[C@H](NC1)C(=O)OC)C